CC1=CC(=NN1)C1(C=2C(=NC(=N1)NC1CNCC1)NNC2)N 4-(5-methyl-1H-pyrazol-3-yl)-N6-(pyrrolidin-3-yl)-1H-pyrazolo[3,4-d]pyrimidine-4,6-diamine